FC1=C(C(=O)F)C=C(C(=C1F)F)F 2,3,4,5-tetrafluorobenzoyl fluoride